CN(C=CC(=O)C1=NC=CC=C1)C 3-dimethylamino-1-(2-pyridyl)-2-propen-1-one